CC1(OB(OC1(C)C)C=1C=C(C=CC1)[C@@H](C)NC(OC(C)(C)C)=O)C (R)-tert-butyl (1-(3-(4,4,5,5-tetramethyl-1,3,2-dioxaborolan-2-yl)phenyl)ethyl)-carbamate